C(C)(C)C1=C(C(=CC=C1)C(C)C)N1C(N(C=C1)C1=C(C=CC=C1C(C)C)C(C)C)=[Pd-2](CC=CC1=CC=CC=C1)Cl [1,3-bis(2,6-diisopropylphenyl)imidazole-2-ylidene]chloro[3-phenylallyl]palladium(II)